F[C@H]1COC[C@H]1N1N=NC(=C1)C 1-(1-((3R,4R)-3-fluoro-tetrahydrofuran-4-yl)-1H-triazol-4-yl)-methane